FC1=CC=C(C=C1)[C@@H]([C@H]1[C@@H]2N(C(C=3N1N=CC(C3O)=O)=O)CCC2)C2=CC=C(C=C2)OC(F)(F)F (9aR,10S)-10-((S)-(4-fluorophenyl)(4-(trifluoromethoxy)phenyl)methyl)-4-hydroxy-8,9,9a,10-tetrahydro-7H-pyrrolo[1',2':4,5]pyrazino[1,2-b]pyridazine-3,5-dione